C(CCC)N1C2=CC=CC=C2C=2C=CC=CC12 N-butylcarbazole